COC1=C(C(=CC=C1)[N+](=O)[O-])C 1-methoxy-2-methyl-3-nitro-benzene